N-[1-(7-azaspiro[3.5]nonan-2-yl)pyrazolo[3,4-d]pyrimidin-6-yl]-6-methoxy-2-methyl-3,4-dihydro-1H-isoquinolin-7-amine trifluoroacetate FC(C(=O)O)(F)F.C1C(CC12CCNCC2)N2N=CC=1C2=NC(=NC1)NC1=C(C=C2CCN(CC2=C1)C)OC